(S)-4-(4-((1H-Imidazol-2-yl)methyl)-1-((5-methoxy-7-methyl-1H-indol-4-yl)methyl)piperazin-2-yl)benzoic acid N1C(=NC=C1)CN1C[C@@H](N(CC1)CC1=C2C=CNC2=C(C=C1OC)C)C1=CC=C(C(=O)O)C=C1